tert-butyl (1R,3S,5S)-3-([2-[2-(methoxymethoxy)-4-[1-(oxan-2-yl)pyrazol-4-yl]phenyl]thieno[3,2-c]pyrazol-5-yl](methyl)amino)-8-azabicyclo[3.2.1]octane-8-carboxylate COCOC1=C(C=CC(=C1)C=1C=NN(C1)C1OCCCC1)N1N=C2C(=C1)SC(=C2)N(C2C[C@H]1CC[C@@H](C2)N1C(=O)OC(C)(C)C)C